C(C)S(=O)(=O)OS(=O)(=O)CC ethanesulfonic acid anhydride